1,6-dibromododecane BrCCCCCC(CCCCCC)Br